5-((1-(4-(7-Amino-5-azaspiro[2.4]heptan-5-yl)phenyl)-1H-imidazol-4-yl)amino)pyrazine-2-carbonitrile NC1CN(CC12CC2)C2=CC=C(C=C2)N2C=NC(=C2)NC=2N=CC(=NC2)C#N